[C@H]12CN(C[C@H](CC1)N2)C=2C1=C(N=C(N2)OCC[C@H]2N(CCC2)C)C(=C(N=C1)C1=CC(=CC2=CC=CC=C12)O)F 4-(4-((1R,5S)-3,8-diazabicyclo[3.2.1]octan-3-yl)-8-fluoro-2-(2-((S)-1-methylpyrrolidin-2-yl)ethoxy)pyrido[4,3-d]pyrimidin-7-yl)naphthalen-2-ol